Dimyristyl-glycerin C(CCCCCCCCCCCCC)C(C(C(O)CCCCCCCCCCCCCC)O)O